FC(C(=O)N1CC(C1)C1=NN(C2=C1C(=NC=C2)N2CC(C2)O)C2=CC=C(C=C2)OC(F)(F)F)=C 2-fluoro-1-(3-(4-(3-hydroxyazetidin-1-yl)-1-(4-(trifluoromethoxy)phenyl)-1H-pyrazolo[4,3-c]pyridin-3-yl)azetidin-1-yl)prop-2-en-1-one